5'-O-Benzoyl-3'-O-methoxymethylthymidine C(C1=CC=CC=C1)(=O)OC[C@@H]1[C@H](C[C@@H](O1)N1C(=O)NC(=O)C(C)=C1)OCOC